N[C@H](C(=O)OC)CNC(CCCCC1=NC=2NCCCC2C=C1)=O methyl (S)-2-amino-3-(5-(5,6,7,8-tetrahydro-1,8-naphthyridin-2-yl)pentanamido)propanoate